tert-Butyl-3,6,8-trioxo-2-(4-(2-(2-oxopropoxy)ethoxy)phenyl)-2,7-diazaspiro[4.5]decane-7-carboxylate C(C)(C)(C)OC(=O)N1C(C2(CC(N(C2)C2=CC=C(C=C2)OCCOCC(C)=O)=O)CCC1=O)=O